OC(C)(C)C=1C(=CC2=CN(N=C2C1)C1CCC(CC1)N1CCNCC1)NC(=O)C1=NC(=CC=C1)C(F)(F)F N-(6-(2-hydroxypropan-2-yl)-2-((1r,4r)-4-(piperazin-1-yl)cyclohexyl)-2H-indazol-5-yl)-6-(trifluoromethyl)pyridinecarboxamide